COC(C=C)=O.C(CC)N(C(S)=S)CCC N,N-dipropyl-dithiocarbamic acid methyl-acrylate